FC=1C=C2C(=CNC2=CC1)C1N(CCC2=CC=CC=C12)C(=O)N (5-fluoro-1H-indol-3-yl)-3,4-dihydroisoquinoline-2(1H)-carboxamide